BrC1=CC=C(C=C1)C=1SC(=C(N1)C)C(C)=O 2-(4-bromophenyl)-4-methyl-5-acetyl-thiazole